2-formyl-4-nitrophenyl-4-methylbenzenesulfonate C(=O)C1=C(C=CC(=C1)[N+](=O)[O-])OS(=O)(=O)C1=CC=C(C=C1)C